N-ethyl-2-(5-methoxy-7-methyl-1H-indol-3-yl)-2-oxo-N-propylacetamide C(C)N(C(C(=O)C1=CNC2=C(C=C(C=C12)OC)C)=O)CCC